N[C@H]1[C@@H]2N(C[C@H]1CC2)C(=O)C2=CC1=C(N(C(=N1)C=1N(C3=C(C=CC=C3C1)C1CN(C1)C(=O)NC1=CC=CC=C1)CC1CC1)C)C(=C2)OC 3-(2-(5-((1R,4R,7R)-7-amino-2-azabicyclo[2.2.1]heptane-2-carbonyl)-7-methoxy-1-methyl-1H-benzo[d]imidazol-2-yl)-1-(cyclopropylmethyl)-1H-indol-7-yl)-N-phenylazetidine-1-carboxamide